C(C)(=O)NC=1C=C(C=CC1)N1C=C(C=CC1=O)C(=O)N 1-(3-acetamidophenyl)-6-oxo-1,6-dihydropyridine-3-carboxamide